(1R,2S,5S)-3-(diphenylcarbamoyl)-8-(ethyl(furan-3-ylmethyl)carbamoyl)-3,8-diazabicyclo[3.2.1]octane-2-carboxylic acid C1(=CC=CC=C1)N(C(=O)N1[C@@H]([C@H]2CC[C@@H](C1)N2C(N(CC2=COC=C2)CC)=O)C(=O)O)C2=CC=CC=C2